perfluoro-5-oxo-6-heptenoic acid methyl ester COC(C(C(C(C(C(=C(F)F)F)=O)(F)F)(F)F)(F)F)=O